3-(aminomethyl)-2-benzylisothiazolidine 1,1-dioxide NCC1N(S(CC1)(=O)=O)CC1=CC=CC=C1